C1(CC1)C1=C(C=CC(=C1)C#N)C1=C(C=CC(=C1)F)OC=1C(=NC=NC1)N1CC2(CC1)CN(CC2)CC2=CC=C1CC(NC1=C2)=O 2-cyclopropyl-5'-fluoro-2'-((4-(7-((2-oxoindolin-6-yl)methyl)-2,7-diazaspiro[4.4]non-2-yl)pyrimidin-5-yl)oxy)-[1,1'-biphenyl]-4-carbonitrile